NCCCCCC(=O)[OH2+] 6-aminohexanoyloxidanium